C(C)(C)(C)OC(C(C)(C)C1=CC=C(C=C1)NC1=C(N=NC(=C1)C1=C(C=CC=C1F)Cl)C(N)=O)=O 2-(4-((3-carbamoyl-6-(2-chloro-6-fluorophenyl)pyridazin-4-yl)amino)phenyl)-2-methylpropionic acid tert-butyl ester